FC(OC=1C=C(C=C(C1C(=O)N1CC(C1)(C(F)(F)F)O)OC)C=1N(N=C2C=C(C=C(C12)C#N)C=1C=NN(C1)CC(C)(C)O)C)F 3-[3-(difluoromethoxy)-4-[3-hydroxy-3-(trifluoromethyl)azetidine-1-carbonyl]-5-methoxyphenyl]-6-[1-(2-hydroxy-2-methylpropyl)pyrazol-4-yl]-2-methylindazole-4-carbonitrile